4-((2,4-dimethylbenzylidene)amino)-5-methyl-4H-1,2,4-triazole-3-thiol CC1=C(C=NN2C(=NN=C2C)S)C=CC(=C1)C